FC1=C(C=CC(=C1C)B1OC(C(O1)(C)C)(C)C)O 2-fluoro-3-methyl-4-(4,4,5,5-tetramethyl-1,3,2-dioxaborolan-2-yl)phenol